methyl 4-bromo-2,3-dihydrobenzofuran-7-carboxylate BrC1=CC=C(C2=C1CCO2)C(=O)OC